(S)-2-(2,5-difluoro-4-(6-((5-methoxy-1,3,4-thiadiazol-2-yl)methoxy)pyridin-2-yl)benzyl)-1-(4,4-dimethyltetrahydrofuran-3-yl)-1H-benzo[d]imidazole-6-carboxylic acid FC1=C(CC2=NC3=C(N2[C@@H]2COCC2(C)C)C=C(C=C3)C(=O)O)C=C(C(=C1)C1=NC(=CC=C1)OCC=1SC(=NN1)OC)F